COC(=O)C1=CC=C(C=C1)C1=CC=C(C=C1)C(=O)OC.NC1CN(CCC12CCN(CC2)C2=NC=C(N=C2)SC2=C(C1=CN(N=C1C=C2)C)Cl)C(C)=O 1-(1-Amino-9-(5-((4-chloro-2-methyl-2H-indazol-5-yl)thio)pyrazin-2-yl)-3,9-diazaspiro[5.5]undec-3-yl)ethan-1-one dimethyl-[1,1'-biphenyl]-4,4'-dicarboxylate